C(C)(=O)C1=NN(C2=C(C=C(C=C12)C=1C=NC(=NC1)C(C)(C)O)C)CC(=O)N1[C@@H]2C[C@@]2(C[C@H]1C(=O)NC1=NC(=CC=C1C)Br)C (1R,3S,5R)-2-(2-(3-acetyl-5-(2-(2-hydroxypropan-2-yl)pyrimidin-5-yl)-7-methyl-1H-indazol-1-yl)acetyl)-N-(6-bromo-3-methylpyridin-2-yl)-5-methyl-2-azabicyclo[3.1.0]hexane-3-carboxamide